[C@H]12CC(C[C@H](CC1)N2)N(C=2SC1=C(N2)SC(=N1)C1=NC=C(C=C1O)C=1C=NNC1)C 2-(5-{[(1R,3s,5S)-8-Azabicyclo[3.2.1]octan-3-yl](methyl)amino}[1,3]thiazolo[5,4-d][1,3]thiazol-2-yl)-5-(1H-pyrazol-4-yl)pyridin-3-ol